ClC1=CC=C(CNC(=O)C=2C(N(C3=C(C=NC=C3C2)OCC2(CC2)S(N)(=O)=O)C)=O)C=C1 N-(4-chlorobenzyl)-1-methyl-2-oxo-8-((1-sulfamoylcyclopropyl)methoxy)-1,2-dihydro-1,6-naphthyridine-3-carboxamide